5-bromo-2-(4-piperidyl)pyrimidine BrC=1C=NC(=NC1)C1CCNCC1